C(C)(C)C12CN(CC2C1\C=C\OC)C1=NC(=NC(=C1)C(F)(F)F)N1[C@H](CC1)C 1-isopropyl-6-((E)-2-methoxyvinyl)-3-(2-((S)-2-methylazetidin-1-yl)-6-(trifluoromethyl)pyrimidin-4-yl)-3-azabicyclo[3.1.0]hexane